O(C1=CC=CC=C1)C(OP)OC1=CC=CC=C1 diphenoxymethoxyphosphine